ClC1=NN(C=N1)C1=C(C=C(C=C1)NC(CC1=C(C=CC=C1)F)=O)S(N)(=O)=O N-[4-(3-chloro-1H-1,2,4-triazole-1-yl)-3-sulfamoylphenyl]-2-(2-fluorophenyl)acetamide